6-methoxy-3-((8-methoxy-2-(6-(2-methoxyethoxy)pyridin-3-yl)-2,3-dihydrobenzo[b][1,4]dioxin-6-yl)methyl)-3H-imidazo[4,5-b]pyridine COC=1C=C2C(=NC1)N(C=N2)CC2=CC1=C(OC(CO1)C=1C=NC(=CC1)OCCOC)C(=C2)OC